C(#N)C1[C@@H](N(CC(N1)NC1C(NC(CC1)=O)=O)CC(=O)N)C(F)(F)F 3-cyano-5-((2,6-dioxopiperidin-3-yl)amino)2-((R)-2-(trifluoromethyl)piperazin-1-yl)acetamide